2-(4-chloro-3-((R or S)-1-(((R)-phenyl((R)-1,2,3,4-tetrahydropyrido[2,3-b]pyrazin-3-yl)methyl)amino)propan-2-yl)phenyl)acetic acid ClC1=C(C=C(C=C1)CC(=O)O)[C@H](CN[C@@H]([C@H]1CNC2=C(N1)N=CC=C2)C2=CC=CC=C2)C |o1:11|